FC1=C([O-])C=CC(=C1F)F.[Li+] lithium 2,3,4-trifluorophenoxide